N-(1'-(6-(1,1-difluoroethyl)-4-((1r,3r)-3-methoxycyclobutoxy)pyridin-2-yl)-1',2',4',7'-tetrahydrospiro[cyclopropane-1,3'-pyrrolo[3,2-c]pyridin]-6'-yl)acetamide FC(C)(F)C1=CC(=CC(=N1)N1CC2(C=3CN=C(CC31)NC(C)=O)CC2)OC2CC(C2)OC